FC(C=1C=CC(=NC1)CN1CCC2(CN(C2)C(=O)N2CC3(C2)NC(OC3)=O)C1)(F)F 2-[7-[[5-(trifluoromethyl)-2-pyridinyl]methyl]-2,7-diazaspiro[3.4]octane-2-carbonyl]-7-oxa-2,5-diazaspiro[3.4]octane-6-one